ClC=1C(=C(NC2=C(NC3=C2C(NCC3)=O)C3=C(C=NC=C3)OCC3(OCC3)C)C=CC1)OC (+)-3-(3-chloro-2-methoxyanilino)-2-{3-[(2-methyloxetan-2-yl)methoxy]pyridin-4-yl}-1,5,6,7-tetrahydro-4H-pyrrolo[3,2-c]pyridin-4-one